FC1=C(C(=O)N([C@H](CN2CCCC2)C(C)C)C)C=C(C=C1F)F (S)-2,3,5-Trifluoro-N-methyl-N-(3-methyl-1-(pyrrolidin-1-yl)butan-2-yl)benzamide